NC1CCCCC1 (1s,4s)-4-aminocyclohexane